CC1=CC=C(C=C1)S(=O)(=O)O.NC[C@H](C1=CC(=CC=C1)Cl)NC(=O)C=1N=CN(C1)C1=NC(=NC=C1C)NC1CCOCC1 (S)-N-(2-amino-1-(3-chlorophenyl)-ethyl)-1-(5-methyl-2-((tetrahydro-2H-pyran-4-yl)amino)-pyrimidin-4-yl)-1H-imidazole-4-carboxamide p-toluenesulfonic acid salt